C1(=C(C=CC=C1)C1=C(C2=C([Se]C3=C2C=CC=C3)C=C1)C1=C(C=CC=C1)C1=NN=NC(=C1C1=CC=CC=C1)C1=C(C=CC=C1)C1=CC=CC=C1)C1=CC=CC=C1 (biphenylyl){[(biphenyl-yl)phenyltriazinyl]phenyl}dibenzoselenophene